F[C@H]1C[C@H](N(C1)C(=O)OC(C)(C)C)C1=NC(=NO1)C1=CC(=C(C=C1)OCCCCCCCC)C(F)(F)F tert-butyl (2S,4S)-4-fluoro-2-(3-(4-(octyloxy)-3-(trifluoromethyl)phenyl)-1,2,4-oxadiazol-5-yl)pyrrolidine-1-carboxylate